ethylene 2,5-furandicarboxylate O1C2=CC=C1C(=O)OCCOC2=O